CN(CCN(C(C1=CC(=C(C=C1)NCC#CC=1N=C2N(C=CC=C2N[C@H]2[C@H](CN(CC2)C)F)C1C=C)OC)=O)C)C N-(2-(dimethylamino)ethyl)-4-((3-(8-(((3S,4R)-3-fluoro-1-methylpiperidin-4-yl)amino)-3-vinylimidazo[1,2-a]pyridin-2-yl)prop-2-yn-1-yl)amino)-3-methoxy-N-methylbenzamide